(4-(aminomethyl)piperidin-1-yl)(2-bromo-4-((3-(4-(difluoromethoxy)phenyl)imidazo[1,2-a]pyrazin-8-yl)amino)phenyl)methanone hydrochloride Cl.NCC1CCN(CC1)C(=O)C1=C(C=C(C=C1)NC=1C=2N(C=CN1)C(=CN2)C2=CC=C(C=C2)OC(F)F)Br